C(\C=C\C=C\C)(=O)[O-].[K+].SC=1C(=NC=CC1)C(N)=NO mercaptopyridineamidoxime potassium sorbat